FC=1C=C(C=CC1C)N1N=C2N=CN=C(C2=C1)N1C[C@H](CC1)C(=O)NCC1=CC=C(C=C1)SC (S)-1-(2-(3-fluoro-4-methylphenyl)-2H-pyrazolo[3,4-d]pyrimidin-4-yl)-N-(4-(methylthio)benzyl)pyrrolidine-3-carboxamide